N-[[3-[3-fluoro-4-[(2-isopropylimidazol-1-yl)methyl]phenyl]-5-isobutyl-2-thienyl]sulfonyl]pyridine-2-carboxamide FC=1C=C(C=CC1CN1C(=NC=C1)C(C)C)C1=C(SC(=C1)CC(C)C)S(=O)(=O)NC(=O)C1=NC=CC=C1